1,4-bis(methylphenylsilyl)benzene C[SiH](C1=CC=C(C=C1)[SiH](C1=CC=CC=C1)C)C1=CC=CC=C1